N-((2S,3R)-3-hydroxy-1-(hydroxyamino)-1-oxobutan-2-yl)-benzamide O[C@@H]([C@@H](C(=O)NO)NC(C1=CC=CC=C1)=O)C